tert-butyl (1-((2S,5R)-2,5-dimethylpiperazin-1-yl)-2-methyl-1-oxopropan-2-yl)carbamate C[C@@H]1N(C[C@H](NC1)C)C(C(C)(C)NC(OC(C)(C)C)=O)=O